2-(3-(3-isopropoxypyridin-2-yl)-1,2,4-thiadiazol-5-ylamino)-N,N-dimethyl-5-(trifluoromethyl)nicotinamide C(C)(C)OC=1C(=NC=CC1)C1=NSC(=N1)NC1=C(C(=O)N(C)C)C=C(C=N1)C(F)(F)F